1-(methylthio)-4-propyl-[1,2,4]triazolo[4,3-a]quinazolin-5(4H)-one CSC1=NN=C2N1C1=CC=CC=C1C(N2CCC)=O